N1CCC2(CC1)OC1=C(C=C2)C=C(C=C1)NC1C(NC(CC1)=O)=O 3-(Spiro[benzopyran-2,4'-piperidin]-6-ylamino)piperidine-2,6-dione